tert-butyl 4-[3-chloro-5-[(Z)-N'-hydroxycarbamimidoyl]-2-pyridyl]piperazine-1-carboxylate ClC=1C(=NC=C(C1)/C(/N)=N/O)N1CCN(CC1)C(=O)OC(C)(C)C